NC(CCC(C(=O)NCCOCCOCCN)NC(OCC1=CC=CC=C1)=O)=O benzyl (5-amino-1-((2-(2-(2-aminoethoxy)ethoxy)ethyl)amino)-1,5-dioxopentan-2-yl)carbamate